(3-methyloxetan-3-yl)methyl N-[5-(propylsulfanyl)-1H-1,3-benzodiazol-2-yl]carbamate C(CC)SC1=CC2=C(NC(=N2)NC(OCC2(COC2)C)=O)C=C1